N[C@@H](CNC(COC)C1=CC(=C(C=C1)O)[N+](=O)[O-])C(F)(F)F 4-(1-(((S)-2-amino-3,3,3-trifluoropropyl)amino)-2-methoxyethyl)-2-nitrophenol